C1(CC1)COC1=CC(=C(C=C1)C=1C=C2CCN[C@@H](C2=CC1)CNC=1C=NC=CC1C(=O)O)C 3-[({(1S)-6-[4-(cyclopropylmethoxy)-2-methylphenyl]-1,2,3,4-tetrahydro-isoquinolyl}methyl)amino]pyridine-4-carboxylic acid